tert-Butyl 3-((dinonylamino)methyl)pyrrolidine-1-carboxylate C(CCCCCCCC)N(CCCCCCCCC)CC1CN(CC1)C(=O)OC(C)(C)C